1-(3-fluoro-2-methylimidazo[1,2-b]pyridazin-6-yl)ethan-1-one FC1=C(N=C2N1N=C(C=C2)C(C)=O)C